8-Bromo-9-methyl-9H-purin-6-amine BrC=1N(C2=NC=NC(=C2N1)N)C